2-[6-(4-aminopiperidin-1-yl)-3-methylimidazo[1,5-a]pyridin-8-yl]-N-ethyl-5-fluoro-N-(isopropyl)benzamide NC1CCN(CC1)C=1C=C(C=2N(C1)C(=NC2)C)C2=C(C(=O)N(C(C)C)CC)C=C(C=C2)F